FC(C1=NN=C(O1)C1=CC=C(S1)CN1N=NC(=C1)C1=CC=C(C=C1)NC=1NCCCN1)F N-[4-[1-[[5-[5-(difluoromethyl)-1,3,4-oxadiazol-2-yl]thiophen-2-yl]methyl]triazol-4-yl]phenyl]-1,4,5,6-tetrahydropyrimidin-2-amine